C(C)C1(COC1)COC(=O)C1=CC=C(C=C1)C(=O)OCC1(COC1)CC 1,4-benzenedicarboxylic acid-bis[(3-ethyl-3-oxetanyl)methyl] ester